2-(2-(2'-Fluoro-2-methyl-[1,1'-biphenyl]-3-yl)-7,8-dihydro-1,6-naphthyridin-6(5H)-yl)ethan-1-ol FC1=C(C=CC=C1)C1=C(C(=CC=C1)C1=NC=2CCN(CC2C=C1)CCO)C